NC1=NC=C(C=C1O[C@H](C)C=1C=C(C=CC1)NC(C1=CC(=CC=C1)P(=O)(C)C)=O)Cl (R)-N-(3-(1-((2-Amino-5-chloropyridin-3-yl)oxy)ethyl)phenyl)-3-(dimethylphosphoryl)benzamid